CC(C)(C)C=1C=C(C2=C(C(C(O2)=O)O)C1)C(C)(C)C 5,7-bis(1,1-dimethylethyl)-3-hydroxy-2-benzofuranone